O1CCN(CC1)CCCC=1C=CC2=C(C(OC3=CC=CC=C23)=O)C1 8-(3-morpholinopropyl)-6H-benzo[c]chromen-6-one